3-(4-hydroxybutyl)-1,2-dimethyl-1H-imidazol-3-ium OCCCC[N+]1=C(N(C=C1)C)C